di(3-toluyl) sulfate S(=O)(=O)(OC=1C=C(C=CC1)C)OC=1C=C(C=CC1)C